4-chloro-2-(ethynyloxy)-1,3-benzothiazole ClC1=CC=CC2=C1N=C(S2)OC#C